Cl.FC[C@@H](C)N (2R)-1-fluoropropan-2-amine hydrochloride